2-[methyl(2-{1H-pyrazolo[3,4-c]pyridin-5-yl}-5H,6H,7H-cyclopenta[d]pyrimidin-4-yl)amino]-N-[6-(trifluoromethyl)pyridin-3-yl]acetamide CN(CC(=O)NC=1C=NC(=CC1)C(F)(F)F)C=1C2=C(N=C(N1)C=1C=C3C(=CN1)NN=C3)CCC2